1-tetradecanoyl-2-(11Z-docosenoyl)-glycero-3-phosphocholine CCCCCCCCCCCCCC(=O)OC[C@H](COP(=O)([O-])OCC[N+](C)(C)C)OC(=O)CCCCCCCCC/C=C\CCCCCCCCCC